N1=CC=CC=2C=CC=3C=C4C=C5C=CC=CC5=CC4=CC3C21 azabenzonaphthacene